4-((2-((7-azabicyclo[2.2.1]heptan-7-yl)methyl)-6-fluorobenzyl)amino)-3-chloro-2-fluoro-N-(thiazol-4-yl)benzenesulfonamide C12CCC(CC1)N2CC2=C(CNC1=C(C(=C(C=C1)S(=O)(=O)NC=1N=CSC1)F)Cl)C(=CC=C2)F